5-((1-(tert-butyl)-3-((1S,3R)-3-((tert-butyldimethylsilyl)oxy)cyclopentyl)-1H-pyrazol-5-yl)amino)isoindoline-1,3-dione C(C)(C)(C)N1N=C(C=C1NC=1C=C2C(NC(C2=CC1)=O)=O)[C@@H]1C[C@@H](CC1)O[Si](C)(C)C(C)(C)C